quinolone-6,8-disulfonate N1C(C=CC2=CC(=CC(=C12)S(=O)(=O)[O-])S(=O)(=O)[O-])=O